(S)-2-(4-Methyl-4H-1,2,4-triazol-3-yl)-3'-(5-((3-methylpiperidin-1-yl)methyl)-7-(trifluoromethyl)benzo[d]oxazol-2-yl)-[1,1'-biphenyl]-4-carbonitrile CN1C(=NN=C1)C1=C(C=CC(=C1)C#N)C1=CC(=CC=C1)C=1OC2=C(N1)C=C(C=C2C(F)(F)F)CN2C[C@H](CCC2)C